1-(2-(dimethylamino)-1-(3-iodophenyl)ethyl)-4-(5-morpholino-1H-pyrrolo[2,3-b]pyridin-3-yl)pyridin-2(1H)-one CN(CC(C1=CC(=CC=C1)I)N1C(C=C(C=C1)C1=CNC2=NC=C(C=C21)N2CCOCC2)=O)C